3-fluoro-5-(1-(4-fluorophenyl)-3-methyl-1H-pyrazol-4-yl)benzyl-carbamic acid tert-butyl ester C(C)(C)(C)OC(NCC1=CC(=CC(=C1)C=1C(=NN(C1)C1=CC=C(C=C1)F)C)F)=O